BrC1=CC=C(N1)C(C)=O 1-(5-Bromo-1H-pyrrol-2-yl)ethan-1-one